2,3-Dimethoxy-13-(2-(dimethylamino)ethoxy)-[1,3]dioxolo[4',5':4,5]benzo[1,2-c]phenanthridine COC=1C=C2C(=NC=3C4=C(C=CC3C2=CC1OC)C=C1C(=C4)OCO1)OCCN(C)C